FC(C(C(=O)[O-])O)(F)F 3,3,3-trifluoro-2-hydroxy-propanoate